2-(difluoromethyl)-5-(2,4-difluorophenyl)-3,4-dihydro-2H-pyrano[2,3-b]Pyridine-7-Formic acid ethyl ester C(C)OC(=O)C1=CC(=C2C(=N1)OC(CC2)C(F)F)C2=C(C=C(C=C2)F)F